N-[3-chloro-1-(3-pyridyl)pyrazol-4-yl]-3-[(2,2-di-fluorocyclopropyl)methylsulfanyl]-N-ethyl-propanamide ClC1=NN(C=C1N(C(CCSCC1C(C1)(F)F)=O)CC)C=1C=NC=CC1